ethyl 4-(bicyclo[3.1.0]hexan-3-ylamino)-2-(methylthio)pyrimidine-5-carboxylate C12CC(CC2C1)NC1=NC(=NC=C1C(=O)OCC)SC